C1(CCCCC1)NC(N(C1=NC=2N([C@H](C(NC2C(=N1)C)=O)C)C)CC=1C=NN(C1)CC=1C=NC(=CC1)C(F)(F)F)=O (7S)-3-cyclohexyl-1-((1-((6-(trifluoromethyl)pyridin-3-yl)methyl)-1H-pyrazol-4-yl)methyl)-1-(4,7,8-trimethyl-6-oxo-5,6,7,8-tetrahydropteridin-2-yl)urea